1-(2-chloroethyl)-3-(4-(1-(cyclopropanecarbonyl)indolin-5-yl)-5-methylthiazol-2-yl)urea ClCCNC(=O)NC=1SC(=C(N1)C=1C=C2CCN(C2=CC1)C(=O)C1CC1)C